C1(=CC=CC=C1)C1=NN=C(S1)CNC(=O)C=1N=NN(C1)C1=NC=CC=C1 N-((5-phenyl-1,3,4-thiadiazol-2-yl)methyl)-1-(pyridin-2-yl)-1H-1,2,3-triazole-4-carboxamide